5-amino-2-(4,5-difluoro-2-((tetrahydro-2H-pyran-4-yl)amino)phenyl)-6-(5-methyl-1H-indazol-4-yl)pyrimidine-4-carboxamide NC=1C(=NC(=NC1C1=C2C=NNC2=CC=C1C)C1=C(C=C(C(=C1)F)F)NC1CCOCC1)C(=O)N